(2S,3R,4S,5R)-3,4-dihydroxy-5-(hydroxymethyl)tetrahydrofuran O[C@@H]1CO[C@@H]([C@H]1O)CO